5-((3-(2-(diisopropylamino)ethyl)-1H-indol-4-yl)oxy)-5-oxopentanoic acid hydrochloride Cl.C(C)(C)N(CCC1=CNC2=CC=CC(=C12)OC(CCCC(=O)O)=O)C(C)C